4,5-difluorobenzo[d]oxazol-2-amine FC1=C(C=CC2=C1N=C(O2)N)F